2-(2-(((6-bromopyrimidin-4-yl)amino)methyl)-6-cyclopropylimidazo[1,2-a]pyridin-8-yl)octahydropyrrolo[1,2-a]pyrazin-7-ol BrC1=CC(=NC=N1)NCC=1N=C2N(C=C(C=C2N2CC3N(CC2)CC(C3)O)C3CC3)C1